N-((R)-5-((1R,2S)-2-(4-fluorophenyl)cyclopropylamino)-1-(4-methylpiperazin-1-yl)-1-oxopentan-2-yl)-4-(1H-imidazol-1-yl)benzamide FC1=CC=C(C=C1)[C@H]1[C@@H](C1)NCCC[C@H](C(=O)N1CCN(CC1)C)NC(C1=CC=C(C=C1)N1C=NC=C1)=O